CC1=CC(=CC=2N(C(=NC21)CCC)CC2=CC=C(C=C2)C2=C(C(=O)O)C=CC=C2)C2=NC1=C(N2C)C=CC=C1 2-(4-{[4-methyl-6-(1-methyl-1H-1,3-benzodiazol-2-yl)-2-propyl-1H-1,3-benzodiazol-1-yl]methyl}phenyl)benzoic acid